ClC=1C(=C(OC2CN(CC2)C=2C(=C(C=CC2)OC)Br)C=C(C1)[N+](=O)[O-])C 3-(3-chloro-2-methyl-5-nitrophenoxy)pyrrolidinO-bromoanisole